ClC1=C(COC2=C(C=CC=C2)C=CCC=CC2=NC=CC=C2)C=CC=C1 1-(2-(2-chlorobenzyloxy)phenyl)-5-(2-pyridyl)-1,4-pentadiene